1-(carboxymethyl)pyridin-1-ium C(=O)(O)C[N+]1=CC=CC=C1